C(C1=CC=CC=C1)(C1=CC=CC=C1)N1[C@H]2CN([C@@H](C1)C2)CC=2C=C1CN(C(C1=CC2)=O)N2C(NC(CC2)=O)=O 1-(5-(((1r,4r)-5-benzhydryl-2,5-diazabicyclo[2.2.1]heptan-2-yl)methyl)-1-oxoisoindolin-2-yl)dihydropyrimidine-2,4(1h,3h)-dione